4-(piperazin-1-yl)pyrimidin N1(CCNCC1)C1=NC=NC=C1